2-(3-oxo-4H-1,4-benzoxazin-2-yl)acetaldehyde O=C1C(OC2=C(N1)C=CC=C2)CC=O